OC=1C=CC2=C(CN(S(O2)(=O)=O)CC=2C=C(C=CC2C)C(CC(=O)OCC)C2=C(C3C(N(N=N3)CC[C@H](CO)C)C=C2)C)C1 ethyl 3-{3-[(6-hydroxy-2,2-dioxo-2H-1,2λ6,3-benzoxathiazin-3(4H)-yl)methyl]-4-methylphenyl}-3-{1-[(3R)-4-hydroxy-3-methylbutyl]-4-methyl-3a,7a-dihydro-1H-benzotriazol-5-yl}propanoate